(E)-N-(4-ethoxy-2-(3-(2-((6-ethynylpyridin-3-yl)methoxy)phenyl)acryloyl)-5-methoxyphenethyl)acetamide C(C)OC1=CC(=C(CCNC(C)=O)C=C1OC)C(\C=C\C1=C(C=CC=C1)OCC=1C=NC(=CC1)C#C)=O